N-n-butyldiethanolamine CCCCN(CCO)CCO